FC1=CC=C(C=C1)C1=CC=2C(=NC=CN2)N1 6-(4-fluorophenyl)-5H-pyrrolo[2,3-b]pyrazine